(S)-8,9-difluoro-N-methyl-5,6-dihydro-4H-pyrrolo[3,2,1-ij]quinolin-5-amine FC=1C=C2C[C@@H](CN3C2=C(C1F)C=C3)NC